4-[1-[3-(cyanomethyl)-1-ethylsulfonyl-azetidin-3-yl]pyrazol-4-yl]pyrrolo[2,3-d]pyrimidine-7-carbohydrazide C(#N)CC1(CN(C1)S(=O)(=O)CC)N1N=CC(=C1)C=1C2=C(N=CN1)N(C=C2)C(=O)NN